C(#N)C=1C=C(C=CC1OC1=CC=C(C=C1)C1=NC2=C(N1)C=C(C=C2)C(NC(C)C)=N)C2=NC1=C(N2)C=C(C=C1)C(NC(C)C)=N 2-(3-Cyano-4-(4-(6-(N-isopropylcarbamimidoyl)-1H-benzo[d]imidazol-2-yl)phenoxy)phenyl)-N-isopropyl-1H-benzo[d]imidazole-6-carboximidamide